(S)-methyl ((2-(2-methoxy-7-methylquinoxalin-5-yl)-7,8-dihydrobenzofuro[5,4-d]thiazol-7-yl)methyl)carbamate COC1=NC2=CC(=CC(=C2N=C1)C=1SC2=C(N1)C=CC1=C2C[C@H](O1)CNC(OC)=O)C